C(=C)(C)C=1C=C(C=CC1)C(C)=O 1-(3-isopropenylphenyl)ethan-1-one